12-(stearoyloxy)dodecanoic acid C(CCCCCCCCCCCCCCCCC)(=O)OCCCCCCCCCCCC(=O)O